C(C)(C)(C)[Si](O[C@@H]1[C@@H](CCCC1)N)(C)C (1R,2S)-2-{[tert-butyldi(methyl)silyl]oxy}cyclohexan-1-amine